(2R,3S,4R,5R)-5-(4-butyramidopyrrolo[2,1-f][1,2,4]triazin-7-yl)-5-cyano-4-hydroxy-2-(hydroxymethyl)tetrahydrofuran-3-yl 3-methylbutanoate CC(CC(=O)O[C@@H]1[C@H](O[C@@]([C@@H]1O)(C#N)C1=CC=C2C(=NC=NN21)NC(CCC)=O)CO)C